tert-butyl 2-(3-amino-4-hydroxyphenyl)-6-methyl-3-oxo-1-({[2-(pyrimidin-4-yl)phenyl]methyl}carbamoyl)-5H,6H,8H-imidazo[1,5-a]pyrazine-7-carboxylate NC=1C=C(C=CC1O)N1C(N2C(CN(C(C2)C)C(=O)OC(C)(C)C)=C1C(NCC1=C(C=CC=C1)C1=NC=NC=C1)=O)=O